CC=1N=C2N(C=CC=3[C@@H]([C@@H]([C@H](NC23)C2=CC=CC=C2)O)OCC)C1C (7S,8R,9R)-2,3-Dimethyl-7-ethoxy-8-hydroxy-9-phenyl-7,8,9,10-tetrahydro-imidazo[1,2-h][1,7]naphthyridine